2-(2,6-dioxopiperidin-3-yl)-1-oxo-N-((S)-3,3,3-trifluoro-1-(3-fluorophenyl)propyl)isoindoline-5-carboxamide O=C1NC(CCC1N1C(C2=CC=C(C=C2C1)C(=O)N[C@@H](CC(F)(F)F)C1=CC(=CC=C1)F)=O)=O